C(C)OC(COC=1C=C(C=CC1)C(C(=O)OCC1=CC=CC=C1)(CCCC(CO)(C)C)C)=O benzyl 2-(3-(2-ethoxy-2-oxoethoxy)phenyl)-7-hydroxy-2,6,6-trimethylheptanoate